C1(CCCC2=CC=CC=C12)NC(=S)N N-(1,2,3,4-tetrahydronaphthalene-1-yl)thiourea